OC(CN1CCC(CC1)C1=CC=C2C(=N1)C(=C(N2)C=2C(=C(C(N(C2)C)=O)C)C)C(C)C)(C)C 5-(5-(1-(2-hydroxy-2-methylpropyl)piperidin-4-yl)-3-isopropyl-1H-pyrrolo[3,2-b]Pyridin-2-yl)-1,3,4-trimethylpyridin-2(1H)-one